5-amino-2-(m-aminophenyl)benzoxazole NC=1C=CC2=C(N=C(O2)C2=CC(=CC=C2)N)C1